5-(tert-butoxy)-7-oxo-bicyclo[2.2.1]Hept-2-ene C(C)(C)(C)OC1C2C=CC(C1)C2=O